NC1=C2N=CN(C2=NC(=N1)F)[C@H]1C[C@@H]([C@@](O1)(C#C)CO[P@](=O)(OC1=CC=CC=C1)N[C@@H](CC1=CC=CC=C1)C(=O)OCC(CC)CC)OC(=O)OCCCCCCC 2-Ethylbutyl ((S)-(((2R,3S,5R)-5-(6-amino-2-fluoro-9H-purin-9-yl)-2-ethynyl-3-(((heptyloxy)carbonyl)oxy)tetrahydro-furan-2-yl)methoxy)(phenoxy)phosphoryl)-L-phenylalaninate